4-(4-chlorophenyl)-N-(5-hydroxypyridin-2-yl)-1,4-diazepane-1-carboxamide ClC1=CC=C(C=C1)N1CCN(CCC1)C(=O)NC1=NC=C(C=C1)O